2-chloro-N-(1'-cyclohexyl-1'H-[1,4'-biimidazol]-4-yl)pyrrolo[2,1-f][1,2,4]triazin-4-amine ClC1=NN2C(C(=N1)NC=1N=CN(C1)C=1N=CN(C1)C1CCCCC1)=CC=C2